methylene-6-(5-isopropyl-1-(3-((S)-2-methylmorpholino)propylimidazol-4-yl)methylene)piperazine-2,5-dione C=C1C(NC(C(N1)=O)=CC=1N=C(NC1C(C)C)CCCN1C[C@@H](OCC1)C)=O